ClC1=C(C=CC=C1)[C@@H]1COCCCN1C1=NC(=NC(=C1)C)N (R)-4-[3-(2-chlorophenyl)-1,4-oxazepan-4-yl]-6-methyl-pyrimidin-2-amine